C(C)(=O)OC(COC(\C=C\C1=CC(O)=C(O)C=C1)=O)COC(\C=C\C1=CC(O)=C(O)C=C1)=O 2-acetyl-1,3-dicaffeoyl-glycerol